3-ETHYNYL-BENZOIC ACID C(#C)C=1C=C(C(=O)O)C=CC1